N-[2-chloro-4-fluoro-5-[4-(3-fluoropropyl)-4,5-dihydro-5-oxo-1H-tetrazol-1-yl]phenyl]ethylsulfonamide ClC1=C(C=C(C(=C1)F)N1N=NN(C1=O)CCCF)CCNS(=O)=O